2-(Decyloxy)-4-pentadecylbenzyl 4-(4-(2-hydroxyethyl)piperazin-1-yl)butanoate OCCN1CCN(CC1)CCCC(=O)OCC1=C(C=C(C=C1)CCCCCCCCCCCCCCC)OCCCCCCCCCC